CN(CCN1N=CC(=C1)C1=C2C(=NC=C1)N(N=C2CNC(C=C)=O)C2=CC=C(C=C2)OC(F)(F)F)C N-[[4-[1-[2-(dimethylamino)ethyl]pyrazol-4-yl]-1-[4-(trifluoromethoxy)phenyl]pyrazolo[3,4-b]pyridin-3-yl]methyl]prop-2-enamide